ClC=1C(=NC(=NC1)N[C@@H]1CN[C@H](CC1)C)C1=CNC2=C(C(=CC=C12)C#N)P1(CCCC1)=O 3-(5-Chloro-2-(((3S,6S)-6-methylpiperidin-3-yl)amino)pyrimidin-4-yl)-7-(1-oxidophospholan-1-yl)-1H-indole-6-carbonitrile